CC1=C(C(=O)OC)C=C(C=C1)OC[C@H]1N(CC1)C([2H])([2H])[2H] methyl (S)-2-methyl-5-((1-(methyl-d3)azetidin-2-yl)methoxy)benzoate